(S)-4-(7-chloro-6-fluoro-1-(2-isopropyl-4-methoxypyridin-3-yl)-2-oxo-1,2-dihydroPyrido[2,3-d]Pyrimidin-4-yl)-3-methylpiperazine-1-carboxylic acid tert-butyl ester C(C)(C)(C)OC(=O)N1C[C@@H](N(CC1)C=1C2=C(N(C(N1)=O)C=1C(=NC=CC1OC)C(C)C)N=C(C(=C2)F)Cl)C